6-(1-(2-((tert-butyldimethylsilyl)oxy)ethyl)-1H-imidazol-4-yl)pyrazolo[1,5-a]pyridine [Si](C)(C)(C(C)(C)C)OCCN1C=NC(=C1)C=1C=CC=2N(C1)N=CC2